COCC1CN2C=3C(=C(SC3C(N1COCC[Si](C)(C)C)=O)C=1C=NNC1)OCC2 7-(methoxymethyl)-2-(1H-pyrazol-4-yl)-8-((2-(trimethylsilyl)ethoxy)methyl)-4,5,7,8-tetrahydro-3-oxa-1-thia-5a,8-diazabenzo[cd]azulen-9(6H)-one